6-amino-N-(4-((4-amino-2-butyl-1H-imidazo[4,5-c]quinolin-1-yl)methyl)phenyl)hexanamide NCCCCCC(=O)NC1=CC=C(C=C1)CN1C(=NC=2C(=NC=3C=CC=CC3C21)N)CCCC